C(=O)(OC(C)(C)C)N1CCN(CC1)C(C(=O)O)C1=CC=C(C=C1)OC 2-(4-Boc-piperazino)-2-(4-methoxy-phenyl)acetic acid